4-[4-benzyloxy-2-(1,1-dimethyl-3-methylsulfonyl-propyl)-1-(4-fluorophenyl)indol-3-yl]Benzoic acid C(C1=CC=CC=C1)OC1=C2C(=C(N(C2=CC=C1)C1=CC=C(C=C1)F)C(CCS(=O)(=O)C)(C)C)C1=CC=C(C(=O)O)C=C1